ClC1=CC(=C2C(=N1)N(C=N2)[C@@H]2[C@@H]1[C@]([C@@H]3[C@H]2OC(O3)(C)C)(C1)C(=O)NC)NCC1CCC1 (3aR,3bS,4aS,5R,5aS)-5-(5-chloro-7-((cyclobutylmethyl)amino)-3H-imidazo[4,5-b]pyridin-3-yl)-N,2,2-trimethyltetrahydrocyclopropa[3,4]cyclopenta[1,2-d][1,3]dioxole-3b(3aH)-carboxamide